(S,Z)-4-((tert-butoxycarbonyl)amino)pent-2-enoic acid C(C)(C)(C)OC(=O)N[C@H](\C=C/C(=O)O)C